N-(2-(4-chloro-3-fluorophenyl)-1-(5-fluoro-4-(methylamino)-2-oxopyrimidin-1(2H)-yl)-2-oxoethyl)-5-methylthiophene-2-carboxamide ClC1=C(C=C(C=C1)C(C(N1C(N=C(C(=C1)F)NC)=O)NC(=O)C=1SC(=CC1)C)=O)F